2-[3-(5-chloro-2,4-difluoro-phenyl)-1H-pyrazol-4-yl]-7-(2,3-dihydro-1H-imidazo[1,2-c]imidazol-5-yl)-1,5-naphthyridine ClC=1C(=CC(=C(C1)C1=NNC=C1C1=NC2=CC(=CN=C2C=C1)C1=NC=C2N1CCN2)F)F